6-[[4-(6-fluoro-2-pyridinyl)phenyl]methyl]-7-methyl-3-tetrahydropyran-4-yl-imidazo[1,5-a]pyrazin-8-one FC1=CC=CC(=N1)C1=CC=C(C=C1)CC=1N(C(C=2N(C1)C(=NC2)C2CCOCC2)=O)C